para-toluenesulfonyl chloride N,N-dimethylaminophosphorodiamidate CNN(P(O)(=O)N)NC.CC1=CC=C(C=C1)S(=O)(=O)Cl